C(C1=CC=CC=C1)NS(=O)(=O)C=1C(=CC(=C(C1)OC)OC)C1=CC(=CC(=C1)C(F)(F)F)C(F)(F)F N-benzyl-4,5-dimethoxy-3',5'-bis(trifluoromethyl)-[1,1'-biphenyl]-2-sulfonamide